sodium-calcium stearate lactate C(C(O)C)(=O)[O-].C(CCCCCCCCCCCCCCCCC)(=O)[O-].[Ca+2].[Na+]